COC(=O)C1=CN(C2=CC=CC(=C12)CC1=CC=C(C=C1)C(F)(F)F)CC 1-Ethyl-4-[[4-(trifluoromethyl)phenyl]methyl]indole-3-carboxylic acid methyl ester